C(=C)[Si](OC)(OC)OC Vinyl-TrimethOxysilane